ClC=1C=C2C=NC(=NC2=CC1N1CCN(CC1)C1(COC1)C)NC=1C=NN(C1Cl)CC 6-chloro-N-(5-chloro-1-ethyl-1H-pyrazol-4-yl)-7-[4-(3-methyloxetan-3-yl)piperazin-1-yl]quinazolin-2-amine